ClC1=NC=C(C(=N1)NC=1C(=NC=CC1)N(C)C)I N3-(2-chloro-5-iodopyrimidin-4-yl)-N2,N2-dimethylpyridine-2,3-diamin